CC1(OCCN(C1)CC(=O)NC=1C=C(C(=NC1)C)NC(=O)C=1C=NN2C1SC(=C2)C=2C=NN(C2)C)C N-(5-(2-(2,2-dimethylmorpholino)acetamido)-2-methylpyridin-3-yl)-2-(1-methyl-1H-pyrazol-4-yl)pyrazolo[5,1-b]thiazole-7-carboxamide